C(C)C(/C=C(/C=O)\C)(CC=C(C)C)C (E)-4-ethyl-2,4,7-trimethyloct-2,6-dienal